1-((2R,4S,5R)-5-(((tert-butyldiphenylsilyl)oxy)methyl)-4-(((4R,6R)-2-oxido-4,6-diphenyl-1,3,2-oxathiaphosphinan-2-yl)oxy)tetrahydrofuran-2-yl)-5-methylpyrimidine-2,4(1H,3H)-dione [Si](C1=CC=CC=C1)(C1=CC=CC=C1)(C(C)(C)C)OC[C@@H]1[C@H](C[C@@H](O1)N1C(NC(C(=C1)C)=O)=O)OP1(O[C@H](C[C@@H](S1)C1=CC=CC=C1)C1=CC=CC=C1)=O